C(#N)C#CC1=CC=C(C(=O)OC2=C(C(=C(C(=C2F)F)S(=O)(=O)[O-])F)F)C=C1.[Na+] Sodium 4-((4-(cyanoethynyl)benzoyl)oxy)-2,3,5,6-tetrafluorobenzene-sulfonate